methyl 3-((1H-pyrrolo[2,3-b]pyridin-5-yl)oxy)4'-oxo-2',3',4',5'-tetrahydro-[1,1'-biphenyl]-4-carboxylate N1C=CC=2C1=NC=C(C2)OC=2C=C(C=CC2C(=O)OC)C=2CCC(CC2)=O